4-bromo-5-fluoronaphthalen-2-ol BrC1=CC(=CC2=CC=CC(=C12)F)O